[Cl-].[Cl-].C(C)(C)C=1C=C(C=C(C1)C(C)C)C(=[Hf+2](C1C2=CC(=CC=C2C=2C=CC(=CC12)C(C)(C)C)C(C)(C)C)C1C=CC=C1)C1CCCCC1 (3,5-di-isopropylphenyl)(cyclohexyl)methylene(cyclopentadienyl)(2,7-di-tert-butylfluoren-9-yl)hafnium dichloride